(1R)-1-{5-[4-chloro-2-(trifluoromethyl)phenyl]-1,2,4-oxadiazol-3-yl}-6-azaspiro[2.5]octane-6-sulfonamide ClC1=CC(=C(C=C1)C1=NC(=NO1)[C@@H]1CC12CCN(CC2)S(=O)(=O)N)C(F)(F)F